ClC=1C(=NC(=NC1)NC1=C(C=C(C=C1)N1[C@@H]2CN([C@H](C1)C2)C(C)C)OC(F)F)NC2=C(SC=C2)C(=O)N 3-((5-chloro-2-((2-(difluoromethoxy)-4-((1S,4S)-5-isopropyl-2,5-diazabicyclo[2.2.1]heptan-2-yl)phenyl)amino)pyrimidin-4-yl)amino)thiophene-2-carboxamide